Cl.CN(C(CCCCCCCCCCCCCCCCCCCCC)=O)C N,N-dimethylbehenamide hydrochloride